CCCCCCCCC(CCCCCCCC)OC(CCCCCCC)=O caprylic acid heptadecan-9-yl ester